N-(3-(N-(tert-butyl)sulfamoyl)-4-chlorophenyl)-6-((1-hydroxy-2-methylpropan-2-yl)amino)-2-(6-azaspiro[2.5]octan-6-yl)nicotinamide C(C)(C)(C)NS(=O)(=O)C=1C=C(C=CC1Cl)NC(C1=C(N=C(C=C1)NC(CO)(C)C)N1CCC2(CC2)CC1)=O